CN(C)CC1=NN=C(S1)C=1N(C=2C=CC=C(C2C1)N[C@H]1[C@H](CN(CC1)C)F)CC(F)(F)F |r| (+/-)-2-(5-((dimethylamino)methyl)-1,3,4-thiadiazol-2-yl)-N-((3S,4R)-3-fluoro-1-methylpiperidin-4-yl)-1-(2,2,2-trifluoroethyl)-1H-indol-4-amine